C(C)(C)(C)OC(NCCCN1CCCCC1)=O tert-butyl[3-(piperidin-1-yl)propyl]carbamate